(1r,4R)-4-(3-chloroanilino)-2'-{(2R)-2-methyl-3-[(5-methyl-6,7-dihydro-5H-cyclopenta[b]pyridin-4-yl)oxy]propyl}spiro[cyclohexane-1,1'-indene]-4-carboxylic acid ClC=1C=C(NC2(CCC3(C(=CC4=CC=CC=C34)C[C@H](COC3=C4C(=NC=C3)CCC4C)C)CC2)C(=O)O)C=CC1